tert-butyl 4-(4-formylcyclohexoxy)piperidine-1-carboxylate C(=O)C1CCC(CC1)OC1CCN(CC1)C(=O)OC(C)(C)C